tert-butyl (6aR,7aS)-2-(1-(4-fluorobenzamido)cyclopropyl)-6,6a,7,7a-tetrahydro-5H-cyclopropa[c][1,5]naphthyridine-5-carboxylate FC1=CC=C(C(=O)NC2(CC2)C=2N=C3[C@@H]4[C@H](CN(C3=CC2)C(=O)OC(C)(C)C)C4)C=C1